N-(3-(m-tolyl)propyl)piperidin-4-amine C1(=CC(=CC=C1)CCCNC1CCNCC1)C